C(C(=C)C)(=O)OC(C(CBr)(COC(C(=C)C)=O)C)(Br)Br tribromoneopentyl glycol dimethacrylate